5-(1-((3-(3-ethylureido)isoxazol-5-yl)methyl)piperidin-4-yl)-6-fluoro-N-methylpicolinamide C(C)NC(NC1=NOC(=C1)CN1CCC(CC1)C=1C=CC(=NC1F)C(=O)NC)=O